F[C@H]1C2=CC(=NC2=CC=C1OC1=NC=NN2C1=C(C(=C2)OC[C@@H](C)OC(C(C)N)=O)C)C (S)-((R)-1-(4-(4-fluoro-2-methyl-4H-indol-5-yloxy)-5-methylpyrrolo[2,1-f][1,2,4]triazin-6-yloxy)propan-2-yl)2-aminopropanoate